6-tert-butyl-2-(2-ethoxy-3-pyridinyl)-8-methyl-imidazo[1,5-a]pyrimidine C(C)(C)(C)C1=NC(=C2N1C=CC(=N2)C=2C(=NC=CC2)OCC)C